C1(CC1)C(=O)/C(/C(=O)OCC)=C/OCC ethyl (Z)-2-(cyclopropanoyl)-3-ethoxyacrylate